2-(6-(4-cyclopropyl-4H-1,2,4-triazol-3-yl)pyridin-2-yl)-5-isopropoxy-6-(pyridin-3-yl)isoindolin-1-one C1(CC1)N1C(=NN=C1)C1=CC=CC(=N1)N1C(C2=CC(=C(C=C2C1)OC(C)C)C=1C=NC=CC1)=O